7-morpholino-5-[(2E)-2-(m-tolylmethylene)hydrazino]-N-(4-piperidyl)oxazolo[5,4-d]pyrimidine-2-carboxamide O1CCN(CC1)C=1C2=C(N=C(N1)N/N=C/C=1C=C(C=CC1)C)OC(=N2)C(=O)NC2CCNCC2